C(C)(C)N(S(=O)=O)CC1=CSC2=C1N=C(N=C2N2[C@@H](COCC2)C)C2=C1C(=NC=C2)NC=C1 (R)-N-isopropyl-N-(4-(3-methylmorpholino)-2-(1H-pyrrolo[2,3-b]pyridin-4-yl)thieno[3,2-d]pyrimidin-7-yl)methylsulfonamide